C(C)(C)NC(=[NH+]C(C)C)N=C(N(C)C)N(C)C 1,2-diisopropyl-3-(bis(dimethylamino)methylene)guanidinium